N,N-dimethyl-N-Ethyl-N-nonylammonium C[N+](CCCCCCCCC)(CC)C